N(=[N+]=[N-])C/C=C/C1=CC=CC=C1 (E)-(3-azidoprop-1-en-1-yl)benzene